NC1=CC=C(C=C1)SC1=C(C=C(N)C=C1)C(C)C 4-((4-aminophenyl)thio)-3-isopropylaniline